B1(OCCO1)OCCCN=C(N)N The molecule is a member of the class of guanidines obtained by replacement of one of the amino hydrogens of guanidine itself by a (1,3,2-dioxaborolan-2-yl)oxypropyl group. It is a 1,3,2-dioxaborolane and a member of guanidines.